ClC1=CNC=2N=C(C=C(C21)NCCC)NC2=C(C=C(C=C2)S(=O)(=O)N2CCOCC2)OC 3-chloro-N6-(2-methoxy-4-(morpholinosulfonyl)phenyl)-N4-propyl-1H-pyrrolo[2,3-b]pyridine-4,6-diamine